1,1'-(2-Dodecyloxy-5-ethyl-1,3-phenylen)-bis(N,N-dimethylmethanamin) C(CCCCCCCCCCC)OC1=C(C=C(C=C1CN(C)C)CC)CN(C)C